2-(2-Chlorophenoxy)-4-[2,6-dioxo-4-(trifluoromethyl)-3,6-dihydropyrimidin-1(2H)-yl]-5-fluorobenzonitrile ClC1=C(OC2=C(C#N)C=C(C(=C2)N2C(NC(=CC2=O)C(F)(F)F)=O)F)C=CC=C1